O1COCC2=C1C=CC(=C2)C(=C2CCN(CCC2)C(=O)N2N=C(N=C2)C#N)C2=CC1=C(OCOC1)C=C2 1-(4-(bis(4H-benzo[d][1,3]dioxin-6-yl)methylene)azepane-1-carbonyl)-1H-1,2,4-triazole-3-carbonitrile